ClC1=C(C=C(C=C1)OC)C=1CC(C(N(C1C1=C(C=CC=C1F)F)CC)=O)C 5-(2-chloro-5-methoxyphenyl)-6-(2,6-difluorophenyl)-1-ethyl-3-methyl-3,4-dihydropyridin-2(1H)-one